5-(((3-chloropyrazin-2-yl)methyl)carbamoyl)piperidine-1-carboxylate ClC=1C(=NC=CN1)CNC(=O)C1CCCN(C1)C(=O)[O-]